C12C3CC3CCCC2C1 tricyclo[6.1.0.02,4]nonane